8-methyl-11-(4-chlorophenyl)-5,11-dihydro-12H-benzo[b]indeno[1,2-e][1,4]oxazepine CC=1C=CC2=C(OC(C3=C(N2)C2=CC=CC=C2C3)C3=CC=C(C=C3)Cl)C1